N-(2-ethylhexyl)-2-cyano-3-(2-propen-1-yloxy)-pyridin-4-one C(C)C(CN1C(=C(C(C=C1)=O)OCC=C)C#N)CCCC